C(C1=CC=CC=C1)OC=1C(=CC2=C(NC[C@H]3N(C2=O)CC2(CC2)C3)C1)OC1CC1 (S)-8-(Benzyloxy)-7-cyclopropyloxy-1,10,11,11a-tetrahydro-3H,5H-spiro[benzo[e]pyrrolo[1,2-a][1,4]diazepine-2,1'-cyclopropane]-5-one